Diphenyl-anthracene C1(=CC=CC=C1)C=1C2=CC=CC=C2C(=C2C=CC=CC12)C1=CC=CC=C1